tert-butyl (S,E)-(((tert-butoxycarbonyl)amino)(2-(3-(4-(2-cyclopropylethyl)-3-(trifluoromethyl)phenyl)-1,2,4-oxadiazol-5-yl)pyrrolidin-1-yl)methylene)carbamate C(C)(C)(C)OC(=O)N/C(/N1[C@@H](CCC1)C1=NC(=NO1)C1=CC(=C(C=C1)CCC1CC1)C(F)(F)F)=N\C(OC(C)(C)C)=O